(3S,4S)-8-(6-amino-5-((8-chloroimidazo[1,2-a]pyridin-7-yl)thio)pyrazin-2-yl)-3-Methyl-2-Oxa-8-azaspiro[4.5]decane-4-amine NC1=C(N=CC(=N1)N1CCC2([C@@H]([C@@H](OC2)C)N)CC1)SC1=C(C=2N(C=C1)C=CN2)Cl